C(C1=CC=CC=C1)O[C@H]1[C@@H](O[C@@H]([C@H]1OCC1=CC=CC=C1)COCC1=CC=CC=C1)C[C@@H]1N([C@@H](OC1=O)C(C)(C)C)C(=O)OCC1=CC=CC=C1 Benzyl (2S,4S)-4-(((2S,3S,4R,5R)-3,4-bis(benzyloxy)-5-((benzyloxy)methyl)tetrahydrofuran-2-yl)methyl)-2-(tert-butyl)-5-oxooxazolidine-3-carboxylate